3-phenyl-3-(4-(2-hydroxycarbonylethyl)carboxyethoxyphenyl)-6-methoxy-7-morpholino-13,13-dimethyl-3H,13H-indeno[2',3':3,4]naphtho[1,2-b]pyran C1(=CC=CC=C1)C1(C=CC2=C(O1)C=1C=C(C(=CC1C1=C2C(C2=CC=CC=C21)(C)C)N2CCOCC2)OC)C2=C(C=C(C=C2)CCC(=O)O)OCCC(=O)O